normalpentane CCCCC